C(C)OC([C@@H](N)CCC(=O)OCC)=O L-glutamic acid diethyl ester